1-(2-ethyl-4-(1-(((3-methyl-4-(pyrimidin-2-yl)benzyl)oxy)imino)ethyl)benzyl)pyrrolidine-3-carboxylic acid C(C)C1=C(CN2CC(CC2)C(=O)O)C=CC(=C1)C(C)=NOCC1=CC(=C(C=C1)C1=NC=CC=N1)C